(N-(4-sec-Butylphenyl))diphenylamine C(C)(CC)C1=CC=C(C=C1)N(C1=CC=CC=C1)C1=CC=CC=C1